C(C)(=O)C1=CC=C(C=C1)OC(=O)C=1C=C(C=C2C1C(=CO2)C2=CC(=CC(=C2)OC)OC)C(C2=CC(=CC=C2)F)=O 3-(3,5-Dimethoxyphenyl)-6-(3-fluorobenzoyl)-4-benzofurancarboxylic acid 4-acetylphenyl ester